COC1=CC(=NC=C1)NCCCCC(=O)NCC(=O)NCCC(=O)O 3-(2-(5-((4-methoxypyridin-2-yl)amino)pentanoylamino)acetylamino)propanoic acid